1-[5-fluoro-2-[4-[(3S)-3-(5-methylpyrazin-2-yl)-1,2-oxazolidine-2-carbonyl]piperidin-1-yl]pyrimidin-4-yl]pyrrolidin-2-one FC=1C(=NC(=NC1)N1CCC(CC1)C(=O)N1OCC[C@H]1C1=NC=C(N=C1)C)N1C(CCC1)=O